1-phenyl-3-(4-ethoxyphenyl)-5-(4-methylmercaptophenyl)-pyrazoline C1(=CC=CC=C1)N1NC(=CC1C1=CC=C(C=C1)SC)C1=CC=C(C=C1)OCC